NC([C@@](CO)(C)NC(=O)C1=C(OC2=C1C=C(C=C2)N(C)CC2=CC=CC=C2)C)=O (S)-N-(1-amino-3-hydroxy-2-methyl-1-oxopropan-2-yl)-5-(benzyl(methyl)amino)-2-methylbenzofuran-3-carboxamide